(S)-2-(2-hydroxypyridin-3-yl)-N-(5-(2-(1-isopropylpyrrolidin-2-yl)acetamido)-2-methylpyridin-3-yl)pyrazolo[5,1-b]thiazole-7-carboxamide OC1=NC=CC=C1C1=CN2C(S1)=C(C=N2)C(=O)NC=2C(=NC=C(C2)NC(C[C@H]2N(CCC2)C(C)C)=O)C